C(C)(C)N1N=CC(=C1)C1=CC(=NC=C1)N(C(=O)[C@@H]1C[C@H](CCC1)CC(=O)O)CC12CCC(CC1)(CC2)C2=CC(=C(C=C2)OC)C trans-2-(3-((4-(1-Isopropyl-1H-pyrazol-4-yl)pyridin-2-yl)((4-(4-methoxy-3-methylphenyl)bicyclo[2.2.2]octan-1-yl)methyl)carbamoyl)cyclohexyl)acetic acid